(S or R)-5-(2-(3-(1-(tert-butyl)-1H-imidazol-2-yl)-3-(2-(5-fluoro-thiophen-2-yl)ethyl)pyrrolidin-1-yl)propan-2-yl)-2-methylpyridine C(C)(C)(C)N1C(=NC=C1)[C@@]1(CN(CC1)C(C)(C)C=1C=CC(=NC1)C)CCC=1SC(=CC1)F |o1:9|